C(C)(C)(C)OC(=O)N1CCC(CC1)I.C[SiH](C(F)F)C(F)F methyl-bis(difluoromethyl)silane tert-butyl-4-iodopiperidine-1-carboxylate